2-methyl-6-[2-(trifluoromethyl)-5-[4-(trifluoromethyl)cyclohexyl]-4-pyridyl]-1H-pyridin-4-one CC=1NC(=CC(C1)=O)C1=CC(=NC=C1C1CCC(CC1)C(F)(F)F)C(F)(F)F